C(=C)C[Si](OO[Si](O)(O)O)(C)C vinyl-trimethylsiloxysilicic acid